2,3-dibromo-N-methylmaleimide BrC=1C(=O)N(C(C1Br)=O)C